(4-(2-(bicyclo[4.2.0]octa-1,3,5-trien-3-yl)-2-hydroxyethyl)-3-(hydroxymethyl)piperazin-1-yl)(2-chloro-3-methoxyphenyl)methanone C12=CC(=CC=C2CC1)C(CN1C(CN(CC1)C(=O)C1=C(C(=CC=C1)OC)Cl)CO)O